ClC1=CC=C2C(C(=C(OC2=C1)C1=CC=CC=C1)C1=NC2=CC=CC=C2C=C1)=O 7-chloro-2-phenyl-3-(quinolin-2-yl)-4H-chromen-4-one